CC1CCC(CC1)NC1=C(C=CC=C1)[N+](=O)[O-] N-((1s,4s)-4-methylcyclohexyl)-2-nitroaniline